C(C)(C)(C)OC(NC1CCN(CC1)S(=O)(=O)C1=CC(=CC=C1)CC(C)O)=O (1-((3-(2-hydroxypropyl)phenyl)sulfonyl)piperidin-4-yl)carbamic acid tert-butyl ester